CS(=O)(=O)[O-].C(CCCCCC)[N+]1=CC(=CC=C1)CCCC 1-Heptyl-3-butylpyridinium methansulfonat